N1N=CC(=C1)C=1SC=2C(N[C@H](CN3C2C1CCC3)[C@@H]3OCCCC3)=O (R)-2-(1H-pyrazol-4-yl)-7-((R)-tetrahydro-2H-pyran-2-yl)-4,5,7,8-tetrahydro-3H-1-thia-5a,8-diazabenzo[cd]azulen-9(6H)-one